7-chloro-2,3,4,5-tetrahydro-1H-1-benzoazepin-5-one ClC=1C=CC2=C(C(CCCN2)=O)C1